(1-ethoxyvinyl)-6-(1H-imidazol-1-yl)-3H-imidazo[4,5-c]pyridine C(C)OC(=C)C1=NC2=C(C=NC(=C2)N2C=NC=C2)N1